[(2S,5'R)-7-chloro-1'-methoxy-5'-methyl-3,3'-dioxo-4-(2-tetrahydropyran-2-yloxyethoxy) spiro[benzofuran-2,6'-cyclohexene]-6-yl] trifluoromethanesulfonate FC(S(=O)(=O)OC1=C(C2=C(C([C@@]3([C@@H](CC(C=C3OC)=O)C)O2)=O)C(=C1)OCCOC1OCCCC1)Cl)(F)F